C(C)OC(C(C(=O)OCC)C1=CC(=C(C=C1)[N+](=O)[O-])OC)=O 2-(3-methoxy-4-nitrophenyl)malonic acid diethyl ester